ClC1=CC=C(C=C1)[C@H](C(F)(F)F)N(S(=O)(=O)N1[C@@H](COCC1)C)CC (R)-N-((R)-1-(4-chlorophenyl)-2,2,2-trifluoroethyl)-N-ethyl-3-methylmorpholine-4-sulfonamide